OCC=1C=C(C=CC1)C1=CN=C2N1N=C(C=C2)C=2C=C(C=CC2)O 3-[3-[3-(hydroxy-methyl)phenyl]imidazo[1,2-b]pyridazin-6-yl]phenol